2-((4-(tert-butoxycarbonyl)piperazin-1-yl)methyl)-5-(trifluoromethyl)benzoic acid C(C)(C)(C)OC(=O)N1CCN(CC1)CC1=C(C(=O)O)C=C(C=C1)C(F)(F)F